[Na].SC1=[N+](C=CC=C1)[O-] 2-mercaptopyridine-N-oxide sodium salt